6-(2-cyclopropyl-6-fluoro-4-(4,4,5,5-tetramethyl-1,3,2-dioxaborolan-2-yl)benzyl)-6,7-dihydro-5H-pyrrolo[3,4-b]pyridin-5-one-7,7-d2 C1(CC1)C1=C(CN2C(C3=NC=CC=C3C2=O)([2H])[2H])C(=CC(=C1)B1OC(C(O1)(C)C)(C)C)F